C(#N)C=1C(=C(C=CC1)C1=CC2=NC=C(C(=C2O1)N1CCC(CC1)NC(OC(C)(C)C)=O)C1=CC(=CC(=C1)F)F)O tert-butyl (1-(2-(3-cyano-2-hydroxyphenyl)-6-(3,5-difluorophenyl) furo[3,2-b]pyridin-7-yl)piperidin-4-yl)carbamate